BrC1=CC(=C2C(=NN(C2=C1)COCC[Si](C)(C)C)C1=NC2=C(N1COCC[Si](C)(C)C)CN(C2)C(=O)OC(C)(C)C)C tert-butyl 2-(6-bromo-4-methyl-1-((2-(trimethylsilyl)ethoxy)methyl)-1H-indazol-3-yl)-1-((2-(trimethylsilyl)ethoxy)methyl)-4,6-dihydropyrrolo[3,4-d]imidazol-5(1H)-carboxylate